2-[(3R)-1-{5-[(3RS)-2,6-dioxopiperidin-3-yl]pyridin-2-yl}pyrrolidin-3-yl]acetaldehyde O=C1NC(CC[C@@H]1C=1C=CC(=NC1)N1C[C@H](CC1)CC=O)=O |&1:6|